3-[2-(2-Aminoethylamino)-ethylamino]-propyltrimethoxysilane NCCNCCNCCC[Si](OC)(OC)OC